Methyl 2-((3-(acetylthio)-2,2-dimethylpropoxy)methyl)-2-(3-bromophenyl)propanoate C(C)(=O)SCC(COCC(C(=O)OC)(C)C1=CC(=CC=C1)Br)(C)C